((1-ethyl-5-(5-(morpholinomethyl)-1,2,4-oxadiazol-3-yl)-1H-indol-3-yl)carbamoyl)-4-methylbenzenesulfonamide C(C)N1C=C(C2=CC(=CC=C12)C1=NOC(=N1)CN1CCOCC1)NC(=O)C1=C(C=CC(=C1)C)S(=O)(=O)N